(2'',5''-diphenyl-[1,1':4',1'']terphenyl-4-yl)-phenyl-amine C1(=CC=CC=C1)C1=C(C=C(C=C1)C1=CC=CC=C1)C1=CC=C(C=C1)C1=CC=C(C=C1)NC1=CC=CC=C1